(2R)-1-[(4aR,8aS)-3,4,4a,5,6,7,8,8a-Octahydro-2H-quinolin-1-yl]-4-amino-2-[(4-chlorophenyl)methyl-cyclopropyl-amino]butan-1-one N1(CCC[C@H]2CCCC[C@H]12)C([C@@H](CCN)N(C1CC1)CC1=CC=C(C=C1)Cl)=O